COCCN1CCN(CC1)CCONC(=O)C1=CC=C(C=C1)N\C(=C\1/C(NC2=CC(=CC=C12)C(=O)OC)=O)\C1=CC=CC=C1 (Z)-Methyl 3-(((4-((2-(4-(2-methoxyethyl)piperazin-1-yl)ethoxy)carbamoyl)phenyl)amino)(phenyl)methylene)-2-oxoindoline-6-carboxylate